C(C1=CC=CC=C1)N(CCO)CC1(CC1)CC#N 2-(1-((benzyl-(2-hydroxyethyl)amino)methyl)cyclopropyl)acetonitrile